C(C)(=O)C=1C=C(OCC2=C(C=C(C=C2)NC(CC2=C(C=CC=C2)Cl)=O)S(N)(=O)=O)C=CC1F N-(4-((3-acetyl-4-fluorophenoxy)methyl)-3-sulfamylphenyl)-2-(2-chlorophenyl)acetamide